N-(5-(6-(3-bromo-5-(trifluoromethyl)phenyl)-1-oxo-3,4-dihydroisoquinolin-2(1H)-yl)-2-((2-methoxyethoxy)methoxy)phenyl)methanesulfonamide BrC=1C=C(C=C(C1)C(F)(F)F)C=1C=C2CCN(C(C2=CC1)=O)C=1C=CC(=C(C1)NS(=O)(=O)C)OCOCCOC